N1(C=NC=C1)S(=O)(=O)N1C=[N+](C=C1)C 1-imidazol-1-ylsulfonyl-3-methylimidazol-3-ium